1-(3-{5-[(R)-(1,3-Dimethyl-azetidin-3-yl)-hydroxy-(4-isopropyl-phenyl)-methyl]-pyridin-3-yl}-1,1-dimethyl-prop-2-ynyl)-pyrrolidin-2-one CN1CC(C1)(C)[C@@](C=1C=C(C=NC1)C#CC(C)(C)N1C(CCC1)=O)(C1=CC=C(C=C1)C(C)C)O